CC(C(=O)OCC(C)(C1=CC(=CC=C1)C(F)(F)F)NC(=O)OC(C)(C)C)(C)C 2-{[(tert-butoxy)carbonyl]amino}-2-[3-(trifluoromethyl)phenyl]propyl 2,2-dimethylpropanoate